tert-butyl 3-(3-cyanophenoxy)azetidine-1-carboxylate C(#N)C=1C=C(OC2CN(C2)C(=O)OC(C)(C)C)C=CC1